5-((4-chloro-5-((2'-(fluoromethyl)-4''-(((2-hydroxyethyl)amino)methyl)-2-methyl-[1,1':3',1''-terphenyl]-3-yl)methoxy)-2-(((2-hydroxyethyl)amino)methyl)phenoxy)methyl)nicotinonitrile ClC1=CC(=C(OCC=2C=NC=C(C#N)C2)C=C1OCC=1C(=C(C=CC1)C1=C(C(=CC=C1)C1=CC=C(C=C1)CNCCO)CF)C)CNCCO